dicyclohexyl[2,4,6-tris(1-methylethyl)[1,1-biphenyl]-2-yl]phosphine C1(CCCCC1)P(C1(C(=C(C=C(C1)C(C)C)C(C)C)C1=CC=CC=C1)C(C)C)C1CCCCC1